(3R,7R)-2-(3,4-dichlorobenzoyl)-3,7-dimethyl-9-((R)-1-(6-(5-methyl-2H-tetrazol-2-yl)pyridin-3-yl)ethyl)-1,2,3,4,8,9-hexahydropyrido[4',3':3,4]pyrazolo[1,5-a]pyrazin-10(7H)-one ClC=1C=C(C(=O)N2CC=3C(=NN4C3C(N(C[C@H]4C)[C@H](C)C=4C=NC(=CC4)N4N=C(N=N4)C)=O)C[C@H]2C)C=CC1Cl